2-(3'-(3-(7-oxa-2-azaspiro[3.5]non-2-yl)propoxy)-2,2'-dimethyl-[1,1'-biphenyl]-3-yl)-6,7-dihydrothiazolo[5,4-c]pyridine-5(4H)-carboxylic acid tert-butyl ester C(C)(C)(C)OC(=O)N1CC2=C(CC1)N=C(S2)C=2C(=C(C=CC2)C2=C(C(=CC=C2)OCCCN2CC1(C2)CCOCC1)C)C